diphenyl-(p-cyanophenyl)sulfonium C1(=CC=CC=C1)[S+](C1=CC=C(C=C1)C#N)C1=CC=CC=C1